C(C)(C)(C)OC(=O)N1S(OC[C@H]1C1=CC(=CC=C1)Br)(=O)=O (R)-4-(3-bromophenyl)-1,2,3-oxathiazolidine-3-carboxylic acid tert-butyl ester 2,2-dioxide